(3S)-3-[8-[4-(methylamino)-1-piperidyl]-2,3-dihydro-1,4-benzoxazin-4-yl]piperidine-2,6-dione CNC1CCN(CC1)C1=CC=CC=2N(CCOC21)[C@@H]2C(NC(CC2)=O)=O